1-phenyl-2-(phenylselenyl)ethanol C1(=CC=CC=C1)C(C[Se]C1=CC=CC=C1)O